2-(β-naphthylidenemethyl)-3-methylbenzoxazoline C1C(C=CC2=CC=CC=C12)=CC1OC2=C(N1C)C=CC=C2